COC=1C=C2CCN(CC2=CC1NC1=NC=C(C(=N1)NC1=C(C=CC=C1)C(NC1=CC=CC=C1)=O)C(=O)N)C 2-((6-methoxy-2-methyl-1,2,3,4-tetrahydroisoquinolin-7-yl)amino)-4-((2-(phenylcarbamoyl)phenyl)amino)pyrimidine-5-carboxamide